BrCCOC1=CC=C(N(C)C)C=C1 4-(2-bromoethoxy)-N,N-DIMETHYLANILINE